1-[2-Hydroxy-4-(1,2,2-trifluoroethenyl)phenyl]-3-[4-[3-[2-hydroxy-4-(1,2,2-trifluoroethenyl)phenyl]-3-oxoprop-1-enyl]phenyl]prop-2-en-1-one OC1=C(C=CC(=C1)C(=C(F)F)F)C(C=CC1=CC=C(C=C1)C=CC(=O)C1=C(C=C(C=C1)C(=C(F)F)F)O)=O